2-((2-tridecyl-1,3-dioxan-5-yl)oxy)ethan-1-ol C(CCCCCCCCCCCC)C1OCC(CO1)OCCO